N-(4-(3-amino-7-(imidazo[1,5-a]pyridin-1-yl)-1H-pyrazolo[4,3-c]pyridin-4-yl)benzyl)-5-fluoro-2-methoxybenzamide NC1=NNC2=C1C(=NC=C2C=2N=CN1C2C=CC=C1)C1=CC=C(CNC(C2=C(C=CC(=C2)F)OC)=O)C=C1